C1CC12NCC[C@@H](C2)N2C=CC1=C2N=NC(=C1)C1=NC=C(C=C1O)N1N=NC=C1 2-[7-[(7S)-4-azaspiro[2.5]octan-7-yl]pyrrolo[2,3-c]pyridazin-3-yl]-5-(triazol-1-yl)pyridin-3-ol